C(C)C(C(=O)OC)CC(=O)C1=CC2=C(C=C(C3=C2C=CO3)OC)S1 methyl 2-ethyl-4-(4-methoxythieno[3,2-e]benzofuran-7-yl)-4-oxobutanoate